2,2-bis-(4-hydroxy-3-isopropylphenyl)propane 4-(2-(pyridin-3-yl)thiazol-5-yl)phenyl-naphthalene-2-sulfonate tert-butyl-(R)-(1-(benzo[d][1,3]dioxol-5-yl)propan-2-yl)carbamate C(C)(C)(C)N(C(O)=O)[C@@H](CC1=CC2=C(OCO2)C=C1)C.N1=CC(=CC=C1)C=1SC(=CN1)C1=CC=C(C=C1)OS(=O)(=O)C1=CC2=CC=CC=C2C=C1.OC1=C(C=C(C=C1)C(C)(C)C1=CC(=C(C=C1)O)C(C)C)C(C)C